IC1=CC=C(C=C1)N=NC1=CC=CC=C1 1-(4-iodophenyl)-2-phenyl-diazene